FC=1C=2N(C=C(C1OC(C)C)C(=O)NC=1C(N(C=CC1)[C@H]1[C@H](C1)F)=O)C=C(N2)[C@]21CO[C@](CC2)(C1)C 8-fluoro-N-(1-((1R,2S)-2-fluorocyclopropyl)-2-oxo-1,2-dihydropyridin-3-yl)-7-isopropoxy-2-((1R,4S)-1-methyl-2-oxabicyclo[2.2.1]hept-4-yl)imidazo[1,2-a]pyridine-6-carboxamide